4-(4,5-difluoro-2-(1-methyl-1H-pyrazol-4-yl)phenyl)-4-hydroxy-2-methylenebutanenitrile FC1=CC(=C(C=C1F)C(CC(C#N)=C)O)C=1C=NN(C1)C